BrC1=CC(=C(C=C1C)N(C(C#CC)=O)C1=CC=C2C(=N1)C(=NN2C)OC2CC(C(CC2)C(=O)O)(C)C)C2CC2 4-({5-[N-(4-bromo-2-cyclopropyl-5-methylphenyl)but-2-ynamido]-1-methylpyrazolo[4,3-b]pyridin-3-yl}oxy)-2,2-dimethylcyclohexane-1-carboxylic acid